1-N-octyl-2-piperidone C(CCCCCCC)N1C(CCCC1)=O